agmatine taurine salt NCCS(=O)(=O)O.NC(NCCCCN)=N